C1(CC(=CC=C1)C)(C)C(=O)O.C(=O)(O)C=1C=C(C=CC1C(=O)O)[Si](C)(C)C1=CC(=C(C=C1)C(=O)O)C(=O)O Bis(3,4-dicarboxyphenyl)dimethyl-silane meta-xyleneAt